3-((1H-indol-3-yl)methyl)-N-(prop-2-yn-1-yl)-1H-indole-6-carboxamide N1C=C(C2=CC=CC=C12)CC1=CNC2=CC(=CC=C12)C(=O)NCC#C